C(C)(C)(C)OC(=O)NCCCC[C@@H](C(=O)OC(C)(C)C)NC(=O)N1CC(C1)C=1NC(=NC1)CNC(=O)C1=CC=C(C=C1)C(C)(C)C tert-butyl (2S)-6-[(tert-butoxycarbonyl)amino]-2-[3-(2-{[(4-tert-butylphenyl)formamido]methyl}-3H-imidazol-4-yl)azetidine-1-carbonylamino]hexanoate